OC1(CSC1)C1=CC=C(C=C1)C(=O)N1CC2CN(CC2C1)C1=CC=C(C=C1)C(F)(F)F (4-(3-hydroxythietan-3-yl)phenyl)(5-(4-(trifluoromethyl)phenyl)hexahydropyrrolo[3,4-c]pyrrol-2(1H)-yl)methanone